2-(1-(4-amino-3-(2-fluoro-5-isopropoxyphenyl)-1H-pyrazolo[3,4-d]pyrimidin-1-yl)ethyl)3-(3-fluorophenyl)-4H-chromen-4-one NC1=C2C(=NC=N1)N(N=C2C2=C(C=CC(=C2)OC(C)C)F)C(C)C=2OC1=CC=CC=C1C(C2C2=CC(=CC=C2)F)=O